Stearylmethylamine C(CCCCCCCCCCCCCCCCC)NC